C(C)C1=CC=C(C=C1)C=1NC(=NN1)SCC(C(C)(C)C)=O 1-((5-(4-ethylphenyl)-4H-1,2,4-triazol-3-yl)thio)-3,3-dimethylbutan-2-one